2-((Tert-Butoxycarbonyl)amino)-3-(1-(methyl-d3)-1H-pyrazol-3-yl)propanoic acid methyl ester COC(C(CC1=NN(C=C1)C([2H])([2H])[2H])NC(=O)OC(C)(C)C)=O